1-(allyloxy)-2-((4-fluorophenyl)ethynyl)benzene C(C=C)OC1=C(C=CC=C1)C#CC1=CC=C(C=C1)F